C(C1=CC=CC=C1)[C@@H]1CC(OC1)=O (R)-4-benzyl-dihydrofuran-2(3H)-one